7-Bromo-2,3-dihydrobenzo[b][1,4]oxazepin-4(5H)-one BrC1=CC2=C(OCCC(N2)=O)C=C1